(3R,5R,6R)-2-methyl-6-(pent-4-en-1-yloxy)tetrahydro-2H-pyran-3,5-diyl dibenzoate C(C1=CC=CC=C1)(=O)O[C@H]1C(O[C@H]([C@@H](C1)OC(C1=CC=CC=C1)=O)OCCCC=C)C